cobalt molybdenum-silicon dioxide [Si](=O)=O.[Mo].[Co]